BrC=1C(=NC(=CC1)OCCO[Si](C)(C)C(C)(C)C)C(=O)OC methyl 3-bromo-6-{2-[(tert-butyldimethylsilyl)oxy]ethoxy}pyridine-2-carboxylate